3,4-dichlorothiophene-1,1-dioxide ClC1=CS(C=C1Cl)(=O)=O